N,N,N-trimethyladamantyl-ammonium C[N+](C)(C)C12CC3CC(CC(C1)C3)C2